C(C)(C)(C)OC(=O)CN(CCO)CC(=O)OC(C)(C)C N,N-Bis[(tert-butyloxycarbonyl)methyl]-2-aminoethanol